4-(cyclobutylamino)-2-(((1r,4r)-4-hydroxycyclohexyl)-amino)pyrimidine-5-carbonitrile C1(CCC1)NC1=NC(=NC=C1C#N)NC1CCC(CC1)O